ClC1=C(C(=NN1C([2H])([2H])[2H])C)S(=O)(=O)Cl 5-chloro-3-methyl-1-(methyl-d3)-1H-pyrazole-4-sulfonyl chloride